C(CCC)NC1=C(C=CC=C1[N+](=O)[O-])[N+](=O)[O-] butyl-2,6-dinitroaniline